C1(=CC=CC=C1)N1N=NC=C1C(F)(F)F 1-phenyl-5-(trifluoromethyl)-1H-1,2,3-triazol